ClC=1N=C(C2=C(N1)NC=C2Cl)N2CCC21CN(CCC1)C(=O)OC(C)(C)C tert-butyl 1-(2,5-dichloro-7H-pyrrolo[2,3-d]pyrimidin-4-yl)-1,6-diazaspiro[3.5]nonane-6-carboxylate